C1(CCC1)OC1=C(C=CC(=N1)C1=CC(=C(OC(C(=O)O)CC)C(=C1)F)F)OC [4-[6-(cyclobutoxy)-5-methoxy-2-pyridinyl]-2,6-difluoro-phenoxy]butanoic acid